ClC1=C(C=C(C=C1)N1C[C@H](OCC1)C(C)C)F (R)-4-(4-chloro-3-fluorophenyl)-2-isopropylmorpholine